N-(4-(2,5-dimethyloxazol-4-yl)-2-methoxyphenyl)-6-methyl-8-(1-oxa-6-azaspiro[3.3]heptan-6-yl)pyrido[3,4-d]pyrimidin-2-amine CC=1OC(=C(N1)C1=CC(=C(C=C1)NC=1N=CC2=C(N1)C(=NC(=C2)C)N2CC1(CCO1)C2)OC)C